O1[C@@H](COCC1)CO (2R)-1,4-dioxan-2-ylmethanol